O1CCC2=NC=CC=C21 2,3-dihydrofuro[3,2-b]pyridin